P(=O)(O)(O)OC[C@@H]1[C@H]([C@@H]([C@@H](C(O)O1)NC(C)=O)O)O N-acetylmannosamine 6-phosphate